(2R)-2-[[3-(4-cyanophenyl)-2-isothiazol-5-yl-phenyl]methyl]morpholine-4-carboxylate C(#N)C1=CC=C(C=C1)C=1C(=C(C=CC1)C[C@@H]1CN(CCO1)C(=O)[O-])C1=CC=NS1